N-(3-fluorophenyl)-2,6-diazaspiro[3.3]heptan-2-carbothioamide FC=1C=C(C=CC1)NC(=S)N1CC2(C1)CNC2